(2S,4R)-4-hydroxy-N-(4-(4-methylthiazol-5-yl)benzyl)-1-((S)-2-(1-oxoisoindolin-2-yl)propanoyl)pyrrolidine-2-carboxamide O[C@@H]1C[C@H](N(C1)C([C@H](C)N1C(C2=CC=CC=C2C1)=O)=O)C(=O)NCC1=CC=C(C=C1)C1=C(N=CS1)C